1-(3-ethoxy-4-(7-oxo-6,7-dihydro-3H-[1,2,3]triazolo[4,5-d]pyrimidin-5-yl)benzoyl)piperidine-2-carboxylic acid C(C)OC=1C=C(C(=O)N2C(CCCC2)C(=O)O)C=CC1C=1NC(C2=C(N1)NN=N2)=O